1-[(1r,3r)-3-(difluoromethyl)cyclobutyl]-3-[[2-(2,2,2-trifluoroethoxy)pyridin-4-yl]methyl]urea FC(C1CC(C1)NC(=O)NCC1=CC(=NC=C1)OCC(F)(F)F)F